C(C)(C)(C)OC(NCC1=CC(=CC(=C1)C=1C=NN(C1)C1=CC(=NC=C1)C)F)=O (3-Fluoro-5-(1-(2-methylpyridin-4-yl)-1H-pyrazol-4-yl)benzyl)carbamic acid tert-butyl ester